OC1=CC=C2C3=C(C(OC2=C1C(=O)O)=O)CCC3 7-hydroxy-4-oxo-1,2,3,4-tetrahydrocyclopenta[c]chromene-6-carboxylic acid